3-Hydroxyoleyl-carnitine OC(CCC(O)(C[N+](C)(C)C)CC([O-])=O)CCCCC\C=C/CCCCCCCC